2-ethylindan-2-carbaldehyde C(C)C1(CC2=CC=CC=C2C1)C=O